BrC=1C=C2C(=CC(=NC2=NC1)Cl)Cl 6-bromo-2,4-dichloro-1,8-naphthyridine